S(=O)(=O)(OC=CCC)O[SiH3] butenyl silyl sulfate